4-(2-aminoethoxy)-9H-carbazole NCCOC1=CC=CC=2NC3=CC=CC=C3C12